NC1=NN2C(C=C(C=C2)C=2C(=C(OC(CC(C(C)(O)C3=CC=C(C=C3)F)(F)F)([2H])[2H])C=CC2)F)=N1 5-(3-(2-amino-[1,2,4]triazolo[1,5-a]pyridin-7-yl)-2-fluorophenoxy)-3,3-difluoro-2-(4-fluorophenyl)pentan-5,5-d2-2-ol